C[N-]N N-methyl-aminoamide